N-(3-(pyridin-4-yl)-4-((5-(trifluoromethyl)pyridin-2-yl)amino)phenyl)acrylamide N1=CC=C(C=C1)C=1C=C(C=CC1NC1=NC=C(C=C1)C(F)(F)F)NC(C=C)=O